2-(6-bromo-4-isopropyl-1-oxophthalazin-2(1H)-yl)-N-(5-fluoropyrimidin-4-yl)propionamide methyl-2-(2-(1-(4-chlorophenyl)-1H-pyrazole-4-sulfonamido)-5-formylphenyl)acetate COC(CC1=C(C=CC(=C1)C=O)NS(=O)(=O)C=1C=NN(C1)C1=CC=C(C=C1)Cl)=O.BrC=1C=C2C(=NN(C(C2=CC1)=O)C(C(=O)NC1=NC=NC=C1F)C)C(C)C